(1R,4R,7R)-2-{2-[2-(Cyclopropylmethyl)-6-methoxypyridin-3-yl]-7-methoxy-1-methyl-1H-1,3-benzodiazole-5-carbonyl}-2-azabicyclo[2.2.1]heptan-7-amine C1(CC1)CC1=NC(=CC=C1C1=NC2=C(N1C)C(=CC(=C2)C(=O)N2[C@@H]1CC[C@H](C2)[C@H]1N)OC)OC